BrC1=CSC=2N(C(=CC21)C(=O)OC)CC(F)(F)F methyl 3-bromo-6-(2,2,2-trifluoroethyl)thieno[2,3-b]pyrrole-5-carboxylate